ClC1=CC=C(C=C1)C=1N(C(N(C1)CC#N)=O)C[C@@H](C(F)(F)F)O (S)-2-(4-(4-chlorophenyl)-2-oxo-3-(3,3,3-trifluoro-2-hydroxypropyl)-2,3-dihydro-1H-imidazol-1-yl)acetonitrile